4-(1-(4-fluorophenyl)-2-methyl-1H-imidazo[4,5-c]quinolin-8-yl)-N-methylbenzamide FC1=CC=C(C=C1)N1C(=NC=2C=NC=3C=CC(=CC3C21)C2=CC=C(C(=O)NC)C=C2)C